1-(5,6-dichloropyridin-3-yl)ethanone ClC=1C=C(C=NC1Cl)C(C)=O